(R)-2,3,4,4a,5,6-hexahydro-1H-pyrazino[1,2-a][1,6]naphthyridine C1CNC[C@@H]2N1C1=CC=NC=C1CC2